NC1=C(C=CC=C1)C=1NC=C(N1)C1=CC=C(C=C1)F 2-(2-aminophenyl)-4(s)-(4-fluorophenyl)-1H-imidazol